ClC1=CC=C(C=C1)C1(CCCCC1)C(=O)O 1-(4-chlorophenyl)cyclohexanecarboxylic acid